C(C)OC=1C=C(C=CC1OC)C(CSC)=O 1-(3-ethoxy-4-methoxyphenyl)-2-(methylthio)ethane-1-one